ClC1=CC=2N(C=C1C(=O)OC)C=CN2 methyl 7-chloroimidazo(1,2-a)pyridine-6-carboxylate